F[C@@H]1C[C@@]2(CCCN2C1)COC1=NC2=C(C(=CC=C2C(=N1)N1CC2C(C2C1)(C)C)C1=CC(=CC2=CC=C(C(=C12)C#C)F)O)F 4-(2-{[(2R,7aS)-2-fluoro-hexahydro-1H-pyrrolizin-7a-yl]methoxy}-4-{6,6-dimethyl-3-azabicyclo[3.1.0]hex-an-3-yl}-8-fluoroquinazolin-7-yl)-5-ethynyl-6-fluoronaphthalen-2-ol